COC1=CC=C(C=C1)NC1=CC=C(C=C1)N1C(C2=CC=CC=C2C1=O)=O 2-(4-((4-methoxyphenyl)amino)phenyl)isoindoline-1,3-dione